Cl.C(C)OC(=O)C=1NN=C2C1CN[C@@H](C2)C Ethyl-(R)-6-methyl-4,5,6,7-tetrahydro-2H-pyrazolo[4,3-c]pyridine-3-carboxylate hydrochloride